BrC1=CC(=C(C=2C=COC21)OC[C@@H]2OC2)C=O (R)-7-bromo-4-(Oxiran-2-ylmethoxy)benzofuran-5-carbaldehyde